(E)-4-bromo-N-(4-(2-(2,6-dioxopiperidin-3-yl)-1-oxoisoindolin-4-yl)but-3-yn-1-yl)-2-(2-ethoxyvinyl)benzamide BrC1=CC(=C(C(=O)NCCC#CC2=C3CN(C(C3=CC=C2)=O)C2C(NC(CC2)=O)=O)C=C1)\C=C\OCC